2,2-bisaminophenoxyphenyl-propane NC1(C(OC(CC)C2=CC=CC=C2)C=CC=C1)N